rel-(4as,7r,7as)-7-(benzyloxy)-octahydrocyclopenta[b][1,4]oxazin-3-one C(C1=CC=CC=C1)O[C@@H]1CC[C@H]2[C@@H]1OCC(N2)=O |o1:8,11,12|